NC(C(=O)O)(C)C=1NC2=CC=CC=C2C1 aminoindolylpropanoic acid